NC(CCNC(=O)[C@H]1N2C(N([C@H](C=C1C)C2)O[C@H](C(=O)OCC)F)=O)=O ethyl (2S)-2-[[(2S,5R)-2-[(3-amino-3-oxo-propyl) carbamoyl]-3-methyl-7-oxo-1,6-diazabicyclo[3.2.1]oct-3-en-6-yl] oxy]-2-fluoro-acetate